(S)-1-(4-((4-((2-fluoro-4-((2-(2-methylpyrrolidin-1-yl)pyridin-4-yl)oxy)phenyl)amino)-7-methoxyquinazolin-6-yl)amino)piperidin-1-yl)prop-2-en-1-one FC1=C(C=CC(=C1)OC1=CC(=NC=C1)N1[C@H](CCC1)C)NC1=NC=NC2=CC(=C(C=C12)NC1CCN(CC1)C(C=C)=O)OC